aminocarbonylethylene NC(=O)C=C